C(=CCCCCCCCCCCCCCCCCCC)(N)N eicosenediamine